The molecule is an oligosaccharide derivative that is a derivative of an octasaccharide consisting of GlcUAbeta1-3GalNAc(6-O-sulfate) disaccharide units with a Delta(4,5)HexUA(2-O-sulfate)alpha1-3GalNAc(6-O-sulfate) disaccharide unit at the non-reducing end. It has been isolated from a partial chondroitinase ABC digest of a commercial shark cartilage chondroitin sulfate (CS-C) preparation. It has a role as a mimotope. CC(=O)N[C@@H]1[C@H]([C@H]([C@H](O[C@H]1O)COS(=O)(=O)O)O)O[C@H]2[C@@H]([C@H]([C@@H]([C@H](O2)C(=O)O)O[C@H]3[C@@H]([C@H]([C@H]([C@H](O3)COS(=O)(=O)O)O)O[C@H]4[C@@H]([C@H]([C@@H]([C@H](O4)C(=O)O)O[C@H]5[C@@H]([C@H]([C@H]([C@H](O5)COS(=O)(=O)O)O)O[C@H]6[C@@H]([C@H]([C@@H]([C@H](O6)C(=O)O)O[C@H]7[C@@H]([C@H]([C@H]([C@H](O7)COS(=O)(=O)O)O)O[C@@H]8C(C(C(=C(O8)C(=O)O)O)O)OS(=O)(=O)O)NC(=O)C)O)O)NC(=O)C)O)O)NC(=O)C)O)O